FC(C1=NN=C(O1)C1=CC(=C(CN2C(N(C3=C2C=CC=C3)C3CC2(COC2)C3)=O)C=C1)F)F 1-(4-(5-(difluoromethyl)-1,3,4-oxadiazol-2-yl)-2-fluorobenzyl)-3-(2-oxaspiro[3.3]heptan-6-yl)-1,3-dihydro-2H-benzo[d]imidazol-2-one